ClC=1C=C(CC2C(CCC2)=O)C=CC1 2-(3-chlorobenzyl)cyclopentan-1-one